N-((3R,4S)-4-((6-(2,6-dichloro-3,5-dimethoxyphenyl)-8-methyl-7-thioxo-5,6,7,8-tetrahydropyrimido[4,5-d]pyrimidin-2-yl)amino)tetrahydrofuran-3-yl)acrylamide ClC1=C(C(=C(C=C1OC)OC)Cl)N1C(N(C2=C(C1)C=NC(=N2)N[C@H]2[C@H](COC2)NC(C=C)=O)C)=S